COC1=C(C#N)C=CC=C1S(=O)(=O)N1C2CN(CC1CC2)C(=O)C2=CN=NN2 methoxy-3-{[3-(1H-1,2,3-triazol-5-ylcarbonyl)-3,8-diazabicyclo[3.2.1]oct-8-yl]sulfonyl}benzonitrile